BrC=1C=C(C=C(C1)Cl)N1N=CC(=C1)CC(=O)OC Methyl 2-(1-(3-bromo-5-chlorophenyl)-1H-pyrazol-4-yl)acetate